1-[4-[4-(3,4-dichloro-2-fluoro-anilino)-7-methoxy-quinazolin-6-yl]oxy-1-piperidyl]prop-2-en-1-one ClC=1C(=C(NC2=NC=NC3=CC(=C(C=C23)OC2CCN(CC2)C(C=C)=O)OC)C=CC1Cl)F